ClC=1C=C(OCCCN(C)C)C=CC1C=1N(C2=C(C(=NC=C2)OC2(CC2)C)N1)CC1=NC=CC(=C1)Cl 3-(3-chloro-4-(1-((4-chloropyridin-2-yl)methyl)-4-(1-methylcyclopropoxy)-1H-imidazo[4,5-c]pyridin-2-yl)phenoxy)-N,N-dimethylpropan-1-amine